NC1=NC(=C(C(=N1)C=1OC=CC1)C(=O)N1CCOCC1)NCC1=CC(=CC=C1)C(F)(F)F [2-amino-4-(2-furyl)-6-[[3-(trifluoromethyl)phenyl]methylamino]pyrimidin-5-yl]-morpholino-methanone